8-azabicyclo[3.2.1]oct-6-en-3-one O-methyloxime CON=C1CC2C=CC(C1)N2